2-[4-(azetidin-3-yl)phenyl]-5-(2,2-dimethylpropyl)-1,3,4-oxadiazole (trifluoroacetate) FC(C(=O)O)(F)F.N1CC(C1)C1=CC=C(C=C1)C=1OC(=NN1)CC(C)(C)C